ClC=1C(=CC2=C(N(C(O2)=O)C(C(=O)OCC(CO)(CO)N)C)C1)OC1CC1 2-amino-2-(hydroxymethyl)propane-1,3-diol 3-(5-chloro-6-cyclopropoxy-2-oxobenzo[d]oxazol-3(2H)-yl)propanoate